N1(CCCC1)CCNC(=O)OC(CCC(=O)OCC1=CC=CC=C1)CCCCCCCC benzyl 4-(((2-(pyrrolidin-1-yl)ethyl)carbamoyl)oxy)dodecanoate